C(C)(C)(C)OC(NC1(CC1)C1=C(C=CC=C1)OCC1=CC=CC=C1)=O tert-Butyl(1-(2-(benzyloxy)phenyl)cyclopropyl)carbamate